1,1-di-t-butoxy-N,N-dimethylamine C(C)(C)(C)OC(NC)OC(C)(C)C